N-(2-((1r,3r,5r,7r)-adamantan-2-ylamino)ethyl)-5-(4-chloro-phenyl)-1-(4-cyanophenyl)-4-methyl-1H-pyrazole-3-carboxamide C12C(C3CC(CC(C1)C3)C2)NCCNC(=O)C2=NN(C(=C2C)C2=CC=C(C=C2)Cl)C2=CC=C(C=C2)C#N